tert-butyl N-[4-[[1-(2-fluoro-4-nitro-phenyl)-4-piperidyl]methyl-methyl-amino]cyclohexyl]carbamate FC1=C(C=CC(=C1)[N+](=O)[O-])N1CCC(CC1)CN(C1CCC(CC1)NC(OC(C)(C)C)=O)C